(E)-6-(naphthalen-2-yl)imidazo[2,1-b]oxazole-5-carbaldehyde O-(4-(trifluoromethyl)benzyl) oxime FC(C1=CC=C(CO\N=C\C2=C(N=C3OC=CN32)C3=CC2=CC=CC=C2C=C3)C=C1)(F)F